1-(3-Chloro-5-{[(tetrahydro-2H-pyran-2-yl)oxy]methyl}pyridin-2-yl)-1,2-ethanediol ClC=1C(=NC=C(C1)COC1OCCCC1)C(CO)O